BrC1=CC=C(C=C1)C1=CC2=C(OC3=C2C=CC=C3)C=C1 2-(4-bromophenyl)dibenzo[b,d]furan